2-(4-fluorophenyl)-N-(6-oxo-1-phenyl-1,6-dihydropyridin-3-yl)acetamide FC1=CC=C(C=C1)CC(=O)NC1=CN(C(C=C1)=O)C1=CC=CC=C1